N-(3-(5-chloro-2-methoxyphenyl)-1-(2-(isopropylamino)-2-oxoethyl)-1H-pyrazol-4-yl)pyrazolo[1,5-a]pyrimidine-3-carboxamide ClC=1C=CC(=C(C1)C1=NN(C=C1NC(=O)C=1C=NN2C1N=CC=C2)CC(=O)NC(C)C)OC